(R)-2-Bromobutyric acid Br[C@@H](C(=O)O)CC